6-fluoro-N-(3-hydroxyheptyl)hexanamide FCCCCCC(=O)NCCC(CCCC)O